tert-Butyl rac-(3S)-6-(3-chloro-7-quinolyl)-3-methyl-3,4-dihydro-2H-pyridine-1-carboxylate ClC=1C=NC2=CC(=CC=C2C1)C1=CC[C@@H](CN1C(=O)OC(C)(C)C)C |r|